BIS-(2-ETHYLHEXYL) PHOSPHATE P(=O)(OCC(CCCC)CC)(OCC(CCCC)CC)[O-]